FC1=CC=C(C(=O)N2[C@H](C=3N(CC2)C(=NC3N3C(CCC3)=O)C(F)(F)F)C)C=C1 (S)-1-[7-(4-fluorobenzoyl)-8-methyl-3-(trifluoromethyl)-5,6,7,8-tetrahydroImidazo[1,5-a]pyrazin-1-yl]pyrrolidin-2-one